N,N-Dimethylazidopropylamine CN(C)CCCN=[N+]=[N-]